FC1=CC=C(CC=2C(=NC(=CC2)N)N)C=C1 (4-fluorobenzyl)pyridine-2,6-diamine